1,3-dioxoisoindolin-2-yl 3-oxabicyclo[3.1.1]heptane-1-carboxylate C12(COCC(C1)C2)C(=O)ON2C(C1=CC=CC=C1C2=O)=O